[Br-].C(C)(C)(C)OC(=O)CC[Zn+] 2-(tert-butoxycarbonyl)ethyl-zinc bromide